methyl 4-(methylsulfonyl)morpholine-3-carboxylate CS(=O)(=O)N1C(COCC1)C(=O)OC